C(CCC)C(C(=O)O)CCCCCC(=O)O 2-butyl-suberic acid